ethyl (S)-5-amino-6-((4,4-dimethyltetrahydrofuran-3-yl)amino)picolinate NC=1C=CC(=NC1N[C@@H]1COCC1(C)C)C(=O)OCC